4-iodo-1-((4-nitrophenyl)sulfonyl)-1H-indole-3-carbaldehyde IC1=C2C(=CN(C2=CC=C1)S(=O)(=O)C1=CC=C(C=C1)[N+](=O)[O-])C=O